C(C)(C)(C)CC(C(=O)OO)(C)C.C(C(C)(C)C)(=O)OOC(C)(C)C tert-butyl peroxypivalate (t-butylperoxy pivalate)